Methyl 2-fluoro-4-(3-hydroxyazetidin-1-yl)benzoate FC1=C(C(=O)OC)C=CC(=C1)N1CC(C1)O